P(=O)(O)(O)OCCCCCCCCCCCCCCCCCCCCCCC tricosyl alcohol phosphate